(S)-4-(aminomethyl)-9-ethyl-5-fluoro-9-hydroxy-1,2,3,9,12,15-hexahydro-10H,13H-benzo[de]pyrano[3',4':6,7]indolizino[1,2-b]quinoline NCC1=C2C=3C(=C4C(=NC3C=C1F)C1=CC3=C(CN1C4)COC[C@]3(O)CC)CCC2